O1C(=CC2=C1C=CC=C2)C2=C(C=C(C=C2)S(=O)(=O)NCC2C1(C(NC(N1)=O)=O)CCC2)OC 4-(Benzofuran-2-yl)-N-((2,4-dioxo-1,3-diazaspiro[4.4]nonan-6-yl)methyl)-3-methoxybenzenesulfonamide